tert-butyl 4-(5-carbamoyl-6-(4-phenoxyphenyl)pyridin-2-yl)-5,6-dihydropyridine-1(2H)-carboxylate C(N)(=O)C=1C=CC(=NC1C1=CC=C(C=C1)OC1=CC=CC=C1)C1=CCN(CC1)C(=O)OC(C)(C)C